4-(4-chlorobenzyl)-3-(4-chlorophenyl)-1-isopropylpiperazine-2,5-dione ClC1=CC=C(CN2C(C(N(CC2=O)C(C)C)=O)C2=CC=C(C=C2)Cl)C=C1